N-(2-(3-aminopropoxy)ethyl)-4-((3-(1-(cyanomethyl)-3-(trifluoromethyl)-1H-pyrazol-4-yl)imidazo[1,2-a]pyrazin-8-yl)amino)-2-ethylbenzamide formate C(=O)O.NCCCOCCNC(C1=C(C=C(C=C1)NC=1C=2N(C=CN1)C(=CN2)C=2C(=NN(C2)CC#N)C(F)(F)F)CC)=O